(3S)-3-{[tert-butyl(dimethyl)silyl]oxy}pent-4-ynal [Si](C)(C)(C(C)(C)C)O[C@@H](CC=O)C#C